ClC=1C=CC=2N(C1)N=CC2S(=O)(=O)NC=2C(=NC(=C(C2)F)OCC#N)OC 6-chloro-N-(6-(cyanomethoxy)-5-fluoro-2-methoxypyridin-3-yl)pyrazolo[1,5-a]pyridine-3-sulfonamide